FC1=CC=C(C(=O)C2=CC=C(C=C2)C)C=C1 4-fluoro-4'-methyl-benzophenone